2-(6-(3,8-diazabicyclo[3.2.1]octan-3-yl)-2-(3,6-dihydro-2H-pyran-4-yl)-5-ethyl-7-oxo-[1,2,4]triazolo[1,5-a]pyrimidin-4(7H)-yl)-N-(2-chloro-4-(trifluoromethyl)phenyl)acetamide C12CN(CC(CC1)N2)C2=C(N(C=1N(C2=O)N=C(N1)C=1CCOCC1)CC(=O)NC1=C(C=C(C=C1)C(F)(F)F)Cl)CC